5-(((3S,4S)-4-(4-amino-3-(4-phenoxyphenyl)-1H-pyrazolo[3,4-d]pyrimidin-1-yl)-3-fluoropiperidin-1-yl)methyl)-2-(2,6-dioxopiperidin-3-yl)isoindoline-1,3-dione NC1=C2C(=NC=N1)N(N=C2C2=CC=C(C=C2)OC2=CC=CC=C2)[C@@H]2[C@H](CN(CC2)CC=2C=C1C(N(C(C1=CC2)=O)C2C(NC(CC2)=O)=O)=O)F